FC(C1=NN=C(O1)C1=CN=C(S1)CN(S(=O)(=O)C)C=1C=NC=C(C1)C(F)(F)F)F N-((5-(5-(difluoromethyl)-1,3,4-oxadiazol-2-yl)thiazol-2-yl)methyl)-N-(5-(trifluoromethyl)pyridin-3-yl)methanesulfonamide